BrC=1C(=CC(=NC1)C1=NNCC1)C 5-bromo-2-(4,5-dihydro-1H-pyrazol-3-yl)-4-methylpyridine